CC1(COC1)COC1=CC2=C(N(C=N2)C2=NC3=C(C=CC=C3C=C2)N2C(CCC2)CNC(OC(C)(C)C)=O)C=C1 tert-butyl ((1-(2-(5-((3-methyloxetan-3-yl)methoxy)-1H-benzo[d]imidazol-1-yl)quinolin-8-yl)pyrrolidin-2-yl)methyl)carbamate